α-l-rhamnopyranosyl-(1→6)-β-d-glucopyranose [C@@H]1([C@H](O)[C@H](O)[C@@H](O)[C@@H](O1)C)OC[C@@H]1[C@H]([C@@H]([C@H]([C@H](O)O1)O)O)O